N[C@@H]1C[C@@H](N(C1)C(C)=O)CO ((2R,4R)-4-amino-2-(hydroxymethyl)pyrrolidin-1-yl)ethan-1-one